(2-chloro-5-fluorophenyl)(7-chloroimidazo[1,2-a]pyridin-8-yl)methanol tert-butyl-N-[(1S)-1-methyl-2-oxo-ethyl]carbamate C(C)(C)(C)N(C(=O)OC(C=1C=2N(C=CC1Cl)C=CN2)C2=C(C=CC(=C2)F)Cl)[C@H](C=O)C